(S)-3-((benzyloxy)methyl)-1-(1-((2,5-dichloropyridin-4-yl)oxy)-8-((1,1,1-trifluoropropan-2-yl)oxy)isoquinolin-6-yl)-4-ethyl-1H-1,2,4-triazol-5(4H)-one C(C1=CC=CC=C1)OCC1=NN(C(N1CC)=O)C=1C=C2C=CN=C(C2=C(C1)O[C@H](C(F)(F)F)C)OC1=CC(=NC=C1Cl)Cl